3,5-dichloro-2-iodo-pyrazine ClC=1C(=NC=C(N1)Cl)I